ClC1=CC2=C(C=N1)C(OC2(C)C)=O 6-Chloro-1,1-dimethylfuro[3,4-c]pyridin-3-one